7-(4-(diisopropylamino) butyl)-7-hydroxytridecane-1,13-diyldioleate C(C)(C)N(CCCCC(CCCCCCCCCCCCCC\C=C/CCCCCCCC(=O)[O-])(CCCCCCCCCCCCCC\C=C/CCCCCCCC(=O)[O-])O)C(C)C